C(CCCCCCC)NC(C(C1=CC(=C(C(=C1)C(C)(C)C)O)C(C)(C)C)C1=CC(=C(C(=C1)C(C)(C)C)O)C(C)(C)C)=O bis(4-hydroxy-3,5-di-t-butyl-phenyl)acetic acid n-octylamide